FC(OC=1C=CC(=NC1)CNN(C(=O)C1CC1)C)F N'-((5-(difluoromethoxy)pyridin-2-yl)methyl)-N-methylcyclopropanecarbohydrazide